Cl[C@H]1C[C@H]2[C@@H]3C[C@H]([C@H](C(C)=O)[C@]3(CC[C@@H]2[C@]2(CCC(C=C12)=O)C)C)C 6a-chloro-16a-methyl-pregn-4-ene-3,20-dione